CC(C)(C)NC(CC)=O 2-Methyl-2-(propionamido)propan